ethyl (S)-3-(benzyl((R)-1-phenylethyl)amino)-3-(3-(pyridin-2-yl)phenyl)propanoate C(C1=CC=CC=C1)N([C@@H](CC(=O)OCC)C1=CC(=CC=C1)C1=NC=CC=C1)[C@H](C)C1=CC=CC=C1